CN(C(CCCCCCCC=C)=O)C N,N-dimethyldecan-9-enamide